10-hydroxy-2,6,10-trimethyldodec-6-en-11-ynoic acid OC(CCC=C(CCCC(C(=O)O)C)C)(C#C)C